NCCCN(CCCN)CC1=CC=CC=C1 N1-(3-aminopropyl)-N1-benzylpropane-1,3-diamine